C(C1=CC=CC=C1)SC=1C=C2CCN(C(C2=CC1)C(=O)O)C(=O)OC(C)(C)C 6-(benzylthio)-2-(tert-butoxycarbonyl)-1,2,3,4-tetrahydroisoquinoline-1-carboxylic acid